ClC=1OC(=CN1)C1=CC=C(C=C1)OC(F)(F)F 2-Chloro-5-(4-(trifluoromethoxy)phenyl)oxazole